ClCN1CC=CC1 chloromethyl-2,5-dihydro-1H-pyrrole